Tert-butyl ((1S,2S)-2-((4-fluorophenoxy)methyl)cyclopentyl)carbamate FC1=CC=C(OC[C@@H]2[C@H](CCC2)NC(OC(C)(C)C)=O)C=C1